[SiH3]N=[N+]=[N-] silylazide